ClC=1C=C2C=CC(=CC2=CC1)OC=1N=NNC1C(=O)OCOC(C)=O acetoxymethyl 4-((6-chloronaphthalen-2-yl)oxy)-1H-1,2,3-triazole-5-carboxylate